1-[2-chloro-6-[5-[(6-methylpyridazin-3-yl)amino]benzimidazol-1-yl]-3-pyridyl]ethanol ClC1=NC(=CC=C1C(C)O)N1C=NC2=C1C=CC(=C2)NC=2N=NC(=CC2)C